N,N-dimethyl-4-(4,4,5,5-tetramethyl-1,3,2-dioxaborolan-2-yl)pyridin-2-amine CN(C1=NC=CC(=C1)B1OC(C(O1)(C)C)(C)C)C